O.[Si]([O-])([O-])([O-])[O-].[Na+].[Na+].[Na+].[Na+] sodium silicate, hydrate